2-(tritylthio)-dibenzofuran C(C1=CC=CC=C1)(C1=CC=CC=C1)(C1=CC=CC=C1)SC1=CC2=C(OC3=C2C=CC=C3)C=C1